ClC1=CC(=C(COC2=NC=3CN(CCC3C=C2CO)C(=O)OC(C)(C)C)C=C1)F tert-butyl 2-((4-chloro-2-fluorobenzyl) oxy)-3-(hydroxymethyl)-5,8-dihydro-1,7-naphthyridine-7(6H)-carboxylate